(1R,2S,5S)-8-(7-chloro-8-fluoro-2-(((2R,7aS)-2-fluorotetrahydro-1H-pyrrolizin-7a(5H)-yl)meth-oxy)pyrido[4,3-d]pyrimidin-4-yl)-8-aza-bicyclo[3.2.1]octan-2-ol ClC1=C(C=2N=C(N=C(C2C=N1)N1[C@H]2[C@H](CC[C@@H]1CC2)O)OC[C@]21CCCN1C[C@@H](C2)F)F